2-(but-en-1-yl)-6-methoxypyridin-3-amine C(=CCC)C1=NC(=CC=C1N)OC